N-(4-((5-(4-(1H-pyrazol-1-yl)phenyl)-1H-pyrazol-3-yl)amino)-3-methylphenyl)-3-chloropropanamide N1(N=CC=C1)C1=CC=C(C=C1)C1=CC(=NN1)NC1=C(C=C(C=C1)NC(CCCl)=O)C